N(=NC(C#N)(CC(C)C)C)C(C#N)(CC(C)C)C 2,2'-azobis(2,4'-dimethylvaleronitrile)